(3-(3-(4-chlorophenyl)-3,8-diazabicyclo[3.2.1]Octane-8-yl)propyl)-1,6-naphthyridin-5(6H)-one ClC1=CC=C(C=C1)N1CC2CCC(C1)N2CCCC2=NC=1C=CNC(C1C=C2)=O